C(C1=CC=CC=C1)OC(=O)N1CC2=C(C(CC1)(C)C)C=CC(=C2)N2CCN(CC2)C.FC(C(F)(F)F)(O[Si](OC(C(F)(F)F)(F)F)(OC(C(F)(F)F)(F)F)C(C(C(C(C(F)(F)F)(F)F)(F)F)(F)F)(F)F)F perfluoroamyl-triethoxysilane benzyl-5,5-dimethyl-8-(4-methylpiperazin-1-yl)-1,3,4,5-tetrahydro-2H-benzo[c]azepine-2-carboxylate